COC1=CC=C(C=C1)NC(N)=O (E)-N'-(4-methoxyphenyl)urea